Cl.Cl.C1(=NC=CC2=C1CC[C@H]2N)N (5R)-6,7-dihydro-5H-cyclopenta[c]pyridine-1,5-diamine dihydrochloride